2-((3-methoxyazetidin-1-yl)methyl)-3-methylpyrazine COC1CN(C1)CC1=NC=CN=C1C